CC=1C=C(C2=C(C=C(O2)C(C)NC(=O)C=2C=NN3C2N=CC=C3)C1)C(=O)OC Methyl 5-methyl-2-(1-(pyrazolo[1,5-a]pyrimidine-3-carboxamido)ethyl)benzofuran-7-carboxylate